(5-bromo-2-fluorophenyl)[3-methoxy-2-oxo-4-(trifluoromethyl)pyridin-1-yl]acetic acid BrC=1C=CC(=C(C1)C(C(=O)O)N1C(C(=C(C=C1)C(F)(F)F)OC)=O)F